(S)-N-(5-(2-(1-cyclopropylethyl)-7-fluoro-1-oxoisoindolin-5-yl)-4-methoxy-7-((2-(trimethylsilyl)ethoxy)methyl)-7H-pyrrolo[2,3-d]pyrimidin-2-yl)acetamide C1(CC1)[C@H](C)N1C(C2=C(C=C(C=C2C1)C1=CN(C=2N=C(N=C(C21)OC)NC(C)=O)COCC[Si](C)(C)C)F)=O